FC(C1=NC=CC(=C1)C=1C=NN2C1N=CC(=C2)CN2CCC(CC2)O)(F)F 1-((3-(2-(Trifluoromethyl)pyridin-4-yl)pyrazolo[1,5-a]pyrimidin-6-yl)methyl)piperidin-4-ol